methyl 4-(2-(benzyloxy) ethyl)-3-oxohept-6-enoate C(C1=CC=CC=C1)OCCC(C(CC(=O)OC)=O)CC=C